3-(1-(5-chloro-4-fluoro-2-(((2R,7aS)-2-fluorotetrahydro-1H-pyrrolizin-7a(5H)-yl)methoxy)-8,9-dihydro-10H-7-oxa-1,3,6,10-tetraazacyclohepta[de]naphthalen-10-yl)ethyl)pyridin-2-amine ClC1=C(C=2N=C(N=C3C2C(=N1)OCCN3C(C)C=3C(=NC=CC3)N)OC[C@]31CCCN1C[C@@H](C3)F)F